C(=O)(O)CN(C1=CC=C(C=C1)C=CC(=O)C1=C(C=CC=C1)O)CC(=O)O 2-[N-(Carboxymethyl)-4-[3-(2-hydroxyphenyl)-3-oxoprop-1-enyl]anilino]acetic acid